N1C=C(C2=CC=CC=C12)CCNC1=NC(=NC(=N1)N1CCN(CC1)C)N1CC2=C(CC1)N=CN2 N-(2-(1H-indol-3-yl)ethyl)-4-(4-methylpiperazin-1-yl)-6-(3,4,6,7-tetrahydro-5H-imidazo[4,5-c]pyridin-5-yl)-1,3,5-triazin-2-amine